ClC(C(F)(F)Cl)(F)F 1,2-Dichloro-1,1,2,2-tetrafluoroethane